ClC1=C(C=CC=C1)C1=CC=NC2=CC(=CC=C12)O[C@@H](C(=O)N(C)C)C (2R)-2-[[4-(2-Chlorophenyl)-7-quinolyl]oxy]-N,N-dimethyl-propanamid